FC(C(=O)O)(F)F.COC=1C=C(C=CC2=NC(=NC(=C2)C=CC2=CC(=CC=C2)OC)OCCCCCCNC(=N)N)C=CC1 6-(4,6-bis(3-methoxystyryl)pyrimidin-2-oxy)hexylguanidine trifluoroacetate